N-(butan-2-yl)-2-{2-[(4-methylphenyl)sulfanyl]propan-amido}benzamide CC(CC)NC(C1=C(C=CC=C1)NC(C(C)SC1=CC=C(C=C1)C)=O)=O